5-(3,4-difluorobenzyl)-8-((1r,4r)-4-methylcyclohexyl)-2,5,8-triazaspiro[3.5]nonane-6,9-dione FC=1C=C(CN2C3(CNC3)C(N(CC2=O)C2CCC(CC2)C)=O)C=CC1F